BrC1=CC=2N(C=C1)C=C(N2)C=2C=NN(C2)C 7-Bromo-2-(1-methyl-1H-pyrazol-4-yl)imidazo[1,2-a]pyridine